FC1=CC(=C(NC2=C(C=CC=C2)[N+](=O)[O-])C=C1)C 4-fluoro-2-methyl-N-(2-nitrophenyl)aniline